7-chloro-8-cyclobutoxy-[1,2,4]triazolo[1,5-c]pyrimidin-2-amine ClC1=C(C=2N(C=N1)N=C(N2)N)OC2CCC2